2-(2,6-Dioxopiperidin-3-yl)-4-((2-oxo-2-(4-(4-((4-phenoxypyrimidin-2-yl)amino)phenyl)piperazin-1-yl)ethyl)amino)isoindoline-1,3-dione O=C1NC(CCC1N1C(C2=CC=CC(=C2C1=O)NCC(N1CCN(CC1)C1=CC=C(C=C1)NC1=NC=CC(=N1)OC1=CC=CC=C1)=O)=O)=O